4-(3,4-dimethoxyphenyl)-N6-(2-(4-methylpiperazin-1-yl)ethyl)-1,3,5-triazine-2,4,6-triamine COC=1C=C(C=CC1OC)C1(NC(=NC(=N1)NCCN1CCN(CC1)C)N)N